2,4-bis(2-hydroxy-4-Octoxyphenyl)-6-(2,4-dimethylphenyl)-s-triazine OC1=C(C=CC(=C1)OCCCCCCCC)C1=NC(=NC(=N1)C1=C(C=C(C=C1)OCCCCCCCC)O)C1=C(C=C(C=C1)C)C